BrC1=CC(=NN1C1=CC=C(C=C1)C(=O)N1CCCC1)N1C(=CC=C1C)C (4-(5-Bromo-3-(2,5-dimethyl-1H-pyrrol-1-yl)-1H-pyrazol-1-yl)phenyl)-(pyrrolidin-1-yl)methanone